N6-Propargyl-adenosine-5'-triphosphate P(O)(=O)(OP(=O)(O)OP(=O)(O)O)OC[C@@H]1[C@H]([C@H]([C@@H](O1)N1C=NC=2C(NCC#C)=NC=NC12)O)O